3-(4-Fluorophenyl)-1-(2-hydroxy-4,6-dimethoxyphenyl)prop-2-en-1-one FC1=CC=C(C=C1)C=CC(=O)C1=C(C=C(C=C1OC)OC)O